(E)-3-(2,3-dihydro-1H-inden-5-yl)-N-(1H-pyrazol-5-yl)-N-(thiophen-2-ylmethyl)acrylamide C1CCC2=CC(=CC=C12)/C=C/C(=O)N(CC=1SC=CC1)C1=CC=NN1